2-chloro-7-(phenylsulfonyl)-7H-pyrrolo[2,3-d]pyrimidine ClC=1N=CC2=C(N1)N(C=C2)S(=O)(=O)C2=CC=CC=C2